(E)-3-(2-(3-(3-chloro-1H-indazol-6-yl)acrylamido)-4-fluoro-3-methylphenyl)propanoic acid ClC1=NNC2=CC(=CC=C12)/C=C/C(=O)NC1=C(C=CC(=C1C)F)CCC(=O)O